CC(C(=O)N1C[C@@H](N(C[C@H]1C)C(=O)OC(C)(C)C)C1=CC=CC=C1)(C)C tert-butyl (2S,5R)-4-(2,2-dimethylpropanoyl)-5-methyl-2-phenyl-piperazine-1-carboxylate